2-(3-(4-methyl-1H-imidazol-1-yl)-5-(trifluoromethyl)phenyl)-1H-benz[d]imidazol-4-amine CC=1N=CN(C1)C=1C=C(C=C(C1)C(F)(F)F)C1=NC2=C(N1)C=CC=C2N